Toluol diisocyanate [N-]=C=O.[N-]=C=O.C1(=CC=CC=C1)C